C=CC(=O)NC(C1=CC=CC=C1)C2=CC=CC=C2 N-diphenylmethylacrylamide